C[SiH](OCCCC1CCN(CC1)C=1C=NC(=CC1)[N+](=O)[O-])C dimethyl-[3-[1-(6-nitro-3-pyridyl)-4-piperidyl]-propoxy]silane